5-(1-cyclopentyl-4-(4-fluorophenyl)-1H-imidazol-5-yl)-N-(2,6-dimethylphenyl)furan-2-carboxamide C1(CCCC1)N1C=NC(=C1C1=CC=C(O1)C(=O)NC1=C(C=CC=C1C)C)C1=CC=C(C=C1)F